(Z)-3-amino-3-cyclopropylacrylamide N\C(=C/C(=O)N)\C1CC1